3-Amino-6-bromo-5-trifluoromethyl-pyridine-2-carboxylic acid ((R)-3,3,3-trifluoro-2-hydroxy-propyl)-amide FC([C@@H](CNC(=O)C1=NC(=C(C=C1N)C(F)(F)F)Br)O)(F)F